C(C)(C)C1=CC=CC2=CC(=CC=C12)C(C)C 1,6-diisopropylnaphthalene